C(CCCCCCCC)C=1C(=C(C=CC1)[SiH](OCCOCC)OCCOCC)CCCCCCCCC dinonylphenyl-bis-(2-ethoxyethoxy)silane